1,3-Diethyl-5-pentylcyclohexan C(C)C1CC(CC(C1)CCCCC)CC